2-bromo-4'-chloro-biphenyl BrC1=C(C=CC=C1)C1=CC=C(C=C1)Cl